(S)-2-(2-Acetyl-2-azaspiro[3.3]heptan-6-yl)-N-(7-oxo-1-(5-phenyl-1H-imidazol-2-yl)nonyl)acetamid C(C)(=O)N1CC2(C1)CC(C2)CC(=O)N[C@@H](CCCCCC(CC)=O)C=2NC(=CN2)C2=CC=CC=C2